C[Si](C)(C)C#CC=1C=C(C=O)C=CC1 3-(trimethylsilylethynyl)benzaldehyde